3-ethyl-1-(3-chloro-phenyl)-2-pyrazolin-5-one C(C)C1=NN(C(C1)=O)C1=CC(=CC=C1)Cl